ClC1=CC(=C(COC2=CC=CC(=N2)C2=CC(=C(CC3=NC4=C(N3C[C@H]3OCC3)C=C(C=C4)C(=O)OC)C=C2)F)C=C1)F (S)-methyl 2-(4-(6-((4-chloro-2-fluorobenzyl) oxy) pyridin-2-yl)-2-fluorobenzyl)-1-(oxetan-2-ylmethyl)-1H-benzo[d]imidazole-6-carboxylate